C(CCC)C(O)(C[N+](C)(C)C)CC([O-])=O butyl-carnitin